COC(NC1=C(C=C(C=C1)C)C#N)=O (2-Cyano-4-methylphenyl)carbamic acid methyl ester